CO[Si](C(CCCCCN(CC)CC)[SiH2]CNCCC[Si](OC)(OC)C)(OC)OC 1-trimethoxysilyl-6-(diethylamino)(methyldimethoxysilylpropylamino)methylsilylhexane